(1,10-decanediol) diacrylate C(C=C)(=O)OCCCCCCCCCCOC(C=C)=O